C(#C)C=1C=CC2=C(C(=N[C@H](C=3N2C=NC3C(=O)NC)C)C3=NC=CC=C3)C1 (S)-8-ethynyl-N,4-dimethyl-6-(pyridin-2-yl)-4H-benzo[f]imidazo[1,5-a][1,4]diazepine-3-carboxamide